C1(CC1)C(CN(CC1=CC=CC=C1)CC1=CC=CC=C1)(O)C1=CC(=C(C(=N1)C1=CC=C(C=C1)F)F)C(C)(C)O 2-{6-[1-cyclopropyl-2-(dibenzylamino)-1-hydroxyethyl]-3-fluoro-2-(4-fluorophenyl)pyridin-4-yl}Propan-2-ol